5-cyclohexenyl-2-cyclohexene C1(=CCCCC1)C1CC=CCC1